ClC=1C=CC(=C(C1)C=1N=C(SC1SC(C)C)N1N=C(C(=C1C(=O)O)C1=CC(=CC(=C1)Cl)Cl)C)F 1-(4-(5-chloro-2-fluorophenyl)-5-(isopropylthio)thiazol-2-yl)-4-(3,5-dichlorophenyl)-3-methyl-1H-pyrazole-5-carboxylic acid